(Z)-2-methyl-4-phenylbut-3-en-2-ol CC(C)(\C=C/C1=CC=CC=C1)O